racemic-ethyl (1S,2S)-2-(6-chloropyridin-3-yl)cyclopropane-1-carboxylate ClC1=CC=C(C=N1)[C@@H]1[C@H](C1)C(=O)OCC |r|